Methyl 2-((4-((2-((2,4-dichlorophenoxy)methyl)pyridin-4-yl)methyl)piperidin-1-yl)methyl)-1-((1-ethyl-1H-imidazol-5-yl)methyl)-1H-benzo[d]imidazole-6-carboxylate ClC1=C(OCC2=NC=CC(=C2)CC2CCN(CC2)CC2=NC3=C(N2CC2=CN=CN2CC)C=C(C=C3)C(=O)OC)C=CC(=C1)Cl